BrC1=C(C=C(CNC(C(OCC)OCC)=N)C=C1)Cl N-(4-bromo-3-chlorobenzyl)-2,2-diethoxyacetimidamide